C(C)OC(=O)C=1C(NC(N(C1)C1=CC=C(C=C1)C)=O)=O (4-methylphenyl)-2,4-dioxo-1,2,3,4-tetrahydropyrimidine-5-carboxylic acid ethyl ester